1,6-dimaleimidohexane C1(C=CC(N1CCCCCCN1C(C=CC1=O)=O)=O)=O